5-(4-chlorophenyl)-4-(4-fluorophenyl)sulfonyl-2-((methylthio)methyl)-2,3-dihydrofuran ClC1=CC=C(C=C1)C1=C(CC(O1)CSC)S(=O)(=O)C1=CC=C(C=C1)F